6-bromo-1,1,1-trifluoro-2-hexanone BrCCCCC(C(F)(F)F)=O